CS(=O)(=O)ON=C(C#N)C1=CC=C(C=C1)OC α-(methylsulfonyloxyimino)-p-methoxyphenylacetonitrile